CNC1=CC=C(C=C1)C1CCN(CC1)C1=CC(=C(C#N)C=C1)C(F)(F)F 4-(4-(4-(methylamino)phenyl)piperidin-1-yl)-2-(trifluoromethyl)benzonitrile